dihydrogen phosphate (3S)-3-({N-[(4-methoxy-1H-indol-2-yl)carbonyl]-L-leucinyl}amino)-2-oxo-4-[(3S)-2-oxopyrrolidin-3-yl]butyl-phosphate COC1=C2C=C(NC2=CC=C1)C(=O)N[C@@H](CC(C)C)C(=O)N[C@H](C(COP(=O)(O)O)=O)C[C@H]1C(NCC1)=O.P(=O)(O)(O)O